N,N-diethyl-3-(5-oxo-4-(thiophen-2-ylmethylene)-4,5-dihydrooxazol-2-yl)benzenesulfonamide C(C)N(S(=O)(=O)C1=CC(=CC=C1)C=1OC(C(N1)=CC=1SC=CC1)=O)CC